CC=1C=C(C=CC1C)N1N=C(C(C1=O)=NNC=1C(=C(C=CC1)C1=CC(=CC=C1)C(=O)O)O)C 3'-(N'-[1-(3,4-dimethylphenyl)-3-methyl-5-oxo-1,5-dihydropyrazol-4-ylidene]hydrazino)-2'-hydroxy-biphenyl-3-carboxylic acid